P(=O)(OCCCCCCCCCCCOC(C(=C)C)=O)([O-])[O-] 11-methacryloxyundecyl phosphate